COC1=CN(CN=C1)B1OC(C)(C)C(C)(C)O1 5-methoxy-3-pyrimidinylboronic acid pinacol ester